ClC(C1=NC=2C=CC=C(C2C=N1)O)(F)F 2-[chloro(difluoro)methyl]quinazolin-5-ol